S1C2=C(C=C1)C=C(C=C2)C(C(F)(F)F)(C(C)NC)O 2-(benzo[b]thiophen-5-yl)-1,1,1-trifluoro-3-(methylamino)butan-2-ol